ClC1=C(N)C=C(C=C1)C=1OC=2C(=NC=CC2)N1 2-chloro-5-(oxazolo[4,5-b]pyridin-2-yl)aniline